1-(2-(3-fluoro-5-(trifluoromethyl)benzyl)pyridin-4-yl)-3-(trifluoromethyl)-1H-pyrazole-4-carboxamide FC=1C=C(CC2=NC=CC(=C2)N2N=C(C(=C2)C(=O)N)C(F)(F)F)C=C(C1)C(F)(F)F